((5-bromo-3-(difluoromethyl)pyridin-2-yl)oxy)-N,N-dimethylacetamide BrC=1C=C(C(=NC1)OCC(=O)N(C)C)C(F)F